NCCN(C)CC=1OC(OC1C)=O 4-[[2-aminoethyl(methyl)amino]methyl]-5-methyl-1,3-dioxol-2-one